6-(4-(7,7-dimethyl-5-(3,4,5-trifluorophenyl)-6,7-dihydro-5H-pyrrolo[2,3-b]pyrazine-2-carbonyl)-3,3-dimethylpiperazin-1-yl)-2,4-dimethylnicotinic acid CC1(CN(C2=NC=C(N=C21)C(=O)N2C(CN(CC2)C2=NC(=C(C(=O)O)C(=C2)C)C)(C)C)C2=CC(=C(C(=C2)F)F)F)C